P(=O)(O)(O)O[C@H]1C[C@@H](O[C@@H]1CO)N1C=NC=2C(=O)NC(N)=NC12 deoxyguanosine-3'-phosphate